(S)-3-((1-(3-cyano-2-(4,4-difluoropiperidin-1-yl)-7-methyl-4-oxo-4H-pyrido[1,2-a]pyrimidin-9-yl)ethyl)amino)-6-fluoropicolinic acid C(#N)C1=C(N=C2N(C1=O)C=C(C=C2[C@H](C)NC=2C(=NC(=CC2)F)C(=O)O)C)N2CCC(CC2)(F)F